Heptadecafluoro-decylacrylat FC(C(C(C(C(C(C(C(C(=O)[O-])=C)(F)F)(F)F)(F)F)(F)F)(F)F)(F)F)(CCC(F)(F)F)F